CN(C1(CCC2(CN(C(N2CC(N2CCCC2)=O)=O)C=2C=NC(=CC2C)C(F)(F)F)CC1)C1=CC=CC=C1)C cis-8-dimethylamino-3-[4-methyl-6-(trifluoromethyl)-pyridin-3-yl]-1-(2-oxo-2-pyrrolidin-1-yl-ethyl)-8-phenyl-1,3-diazaspiro[4.5]decan-2-one